O1CCCC2=CC=C(C=C12)CC 2-(Chroman-7-yl)ethan